C1(CCCCCC1)[C@@H](C(=O)NC1=NC=C(C=C1)C1=C(N=NN1CC)C)NC(=O)C1=CC=NN1C (S)-N-(1-cycloheptyl-2-((5-(1-ethyl-4-methyl-1H-1,2,3-triazol-5-yl)pyridin-2-yl)amino)-2-oxoethyl)-1-methyl-1H-pyrazole-5-carboxamide